CC1=NC2=C(C=3CCCCC13)CN(C2)C(CC2CN(C2)C2=CC(=NC=C2)C(F)(F)F)=O 1-(5-Methyl-1,3,6,7,8,9-hexahydro-pyrrolo[3,4-c]isoquinolin-2-yl)-2-[1-(2-trifluoromethyl-pyridin-4-yl)-azetidin-3-yl]-ethanone